7-(5-(6-ethoxy-1H-pyrazolo[3',4':3,4]pyrazolo[1,5-a]pyridin-4-yl)pyridin-2-yl)-3-oxa-7,9-diazabicyclo[3.3.1]nonane hydrochloride Cl.C(C)OC=1C=C(C=2N(C1)N=C1C2C=NN1)C=1C=CC(=NC1)N1CC2COCC(C1)N2